O=C1N2C(N(NC1)C(=O)N)CNC(C2)=O 4,7-dioxooctahydro-1H-pyrazino[2,1-c][1,2,4]triazine-1-carboxamide